(R)-N-[(7S)-3-(hydroxymethyl)spiro[5,7-dihydrocyclopenta[c]pyridine-6,4'-piperidine]-7-yl]-2-methyl-propane-2-sulfinamide OCC1=CC2=C(C=N1)[C@H](C1(CCNCC1)C2)N[S@](=O)C(C)(C)C